18-chloro-5-(2,6-dimethylphenyl)-9,9-dioxo-2-oxa-9λ6-thia-6,8,15,23-tetraazatetracyclo[15.3.1.13,7.110,14]tricosa-1(21),3,5,7(23),10(22),11,13,17,19-nonaen-16-one ClC1=C2C(NC3=CC=CC(S(NC=4N=C(C=C(OC(C=C1)=C2)N4)C4=C(C=CC=C4C)C)(=O)=O)=C3)=O